IC1=C(C(=CC(=C1)C(C(F)(F)F)(C(C(F)(F)F)(F)F)F)C(F)F)NC(C1=C(C(=CC=C1)N(C(=O)C=1C=NC(=CC1)F)OC(=O)C1CC1)F)=O N-(2-iodo-4-(perfluorobutan-2-yl)-6-(difluoromethyl)phenyl)-2-fluoro-3-(((cyclopropanecarbonyl)oxy)(6-fluoropyridine-3-carbonyl)amino)benzamide